2-(1-(4-((3-chlorobenzyl)amino)-6-(3,5-dimethylisoxazol-4-yl)quinazolin-2-yl)-1H-pyrazol-4-yl)ethanol ClC=1C=C(CNC2=NC(=NC3=CC=C(C=C23)C=2C(=NOC2C)C)N2N=CC(=C2)CCO)C=CC1